C1=C(C=CC2=CC=CC=C12)\C(\C)=N/NC(=O)C1=NC=CN=C1 (Z)-N'-(1-(naphthalen-2-yl)ethylidene)pyrazine-2-carbohydrazide